dibutyltin bis(dodecylthio)butyrate C(CCCCCCCCCCC)SC(C(=O)[O-])(CC)SCCCCCCCCCCCC.C(CCC)[Sn+2]CCCC.C(CCCCCCCCCCC)SC(C(=O)[O-])(CC)SCCCCCCCCCCCC